CN1N=C(CCCCCCN1)C1=CCCCCCCCC1 Methyl-triazabicyclodecene